FC1=CC(=C(C=C1C=1CN(CC1)C1=NC=C(C=N1)C=O)NC(=O)C1=CNC(C=C1C(F)(F)F)=O)N1C[C@H](N([C@H](C1)C)C)C |r| N-[4-fluoro-5-[1-(5-formylpyrimidin-2-yl)-2,5-dihydropyrrol-3-yl]-2-[rac-(3R,5S)-3,4,5-trimethylpiperazin-1-yl]phenyl]-6-oxo-4-(trifluoromethyl)-1H-pyridine-3-carboxamide